N-[(6-cyclopropanesulfonamidopyrimidin-4-yl)methyl]-5-(6-ethoxypyrazin-2-yl)pyridine-2-carboxamide C1(CC1)S(=O)(=O)NC1=CC(=NC=N1)CNC(=O)C1=NC=C(C=C1)C1=NC(=CN=C1)OCC